CC1(NC=2C=CC=C3C(=CC=C(N1)C23)\N=N\C2=CC=C(C3=CC=CC=C23)\N=N\C2=CC=CC=C2)CO (2-methyl-6-((E)-(4-((E)-phenyldiazenyl)naphthalen-1-yl)diazenyl)-2,3-dihydro-1H-perimidin-2-yl)methanol